OC1=CC=C(C=C1)[C@@H]1N(C[C@H](CC1)C)C(=O)OC(C)(C)C tert-butyl (2R,5S)-2-(4-hydroxyphenyl)-5-methyl-piperidine-1-carboxylate